tolylenebismaleimide diisocyanate [N-]=C=O.[N-]=C=O.CC1=C(C=C(C=C1)C=1C(=O)NC(C1)=O)C=1C(=O)NC(C1)=O